ClC1=NC=CC(=N1)NC1=CC=C(C2=CC=CC=C12)C1CC1 2-Chloro-N-(4-cyclopropylnaphthalen-1-yl)pyrimidin-4-amine